tert-butyl N-[2-[3-cyano-4-(dimethylaminomethyleneamino)anilino]ethyl]carbamate C(#N)C=1C=C(NCCNC(OC(C)(C)C)=O)C=CC1N=CN(C)C